ClC=1C=C2C3=C(N(C2=C(C1)C=1C=NN(C1)C)CC)C(=NC=C3)C 6-Chloro-9-ethyl-1-methyl-8-(1-methyl-1H-pyrazol-4-yl)-9H-pyrido[3,4-b]indole